C1(CCC1)C=1C(=C(C(=O)N)C=C(C1)C1=NN=C(N1)OCC)C cyclobutyl-5-(5-ethoxy-4H-1,2,4-triazol-3-yl)-2-methylbenzamide